FC(OC1=C(C=CC(=C1)N1CCC(CC1)N1C[C@H](N([C@H](C1)C)C)C)NC1=NC=C(C(=N1)NC1=C(SC=C1)C(=O)N)C(F)(F)F)F 3-((2-((2-(difluoromethoxy)-4-(4-((3R,5S)-3,4,5-trimethylpiperazin-1-yl)piperidin-1-yl)phenyl)-amino)-5-(trifluoromethyl)pyrimidin-4-yl)amino)thiophene-2-carboxamide